(3R,8R*)-tert-Butyl 11,11-difluoro-8-(hydroxymethyl)-3-methyl-3,4,8,9,10,11-hexahydro-1H-pyrido[4',3':3,4]pyrazolo[1,5-a]azepine-2(7H)-carboxylate FC1(C=2N(C[C@@H](CC1)CO)N=C1C2CN([C@@H](C1)C)C(=O)OC(C)(C)C)F |o1:5|